ClC1=CC=C2C(=N1)N=C(O2)N2CCN(CC2)C(=O)C2=CC=C(C=C2)N2CC(C2)(C)OCC (4-(5-chlorooxazolo[4,5-b]pyridin-2-yl)piperazin-1-yl)(4-(3-ethoxy-3-methylazetidin-1-yl)phenyl)methanone